3-Chloro-4-((6-chloropyrido[3,2-d]pyrimidin-4-yl)amino)-2-fluorobenzonitrile ClC=1C(=C(C#N)C=CC1NC=1C2=C(N=CN1)C=CC(=N2)Cl)F